(S)-5-(2-hydroxyethyl)-6-oxo-3-(trifluoromethyl)-5,6,6a,7,9,10-hexahydro-8H-Pyrazino[1,2-a]pyrido[3,2-e]pyrazine-8-carboxylate OCCN1C([C@H]2N(C3=C1C=C(C=N3)C(F)(F)F)CCN(C2)C(=O)[O-])=O